C1(=CC=C(C=C1)P([O-])(=O)OC1=C(C=C(C=C1)C(C)(C)C)C(C)(C)C)C1=CC=C(C=C1)P([O-])(=O)[O-] (2,4-di-t-butylphenyl) 4,4'-biphenylbisphosphonate